piperidine-4-sulfonic acid N1CCC(CC1)S(=O)(=O)O